N[C@@H](C(=O)OC)CNC(C1=CC(=CC=C1)C=1C=NOC1CC)=O (R)-methyl 2-amino-3-(3-(5-ethylisoxazol-4-yl)benzamido)propanoate